2-[7-fluoro-3-[1-methyl-3-piperidyl]pyrido[2,3-b]pyrazin-6-yl]-3,5-dimethyl-phenol FC1=CC=2C(=NC(=CN2)C2CN(CCC2)C)N=C1C1=C(C=C(C=C1C)C)O